(4R)-5-amino-4-((2S)-2-((2R)-2-(((3R,4R,5S,6R)-3-(cyclopentanecarboxamido)-2,5-dihydroxy-6-(hydroxymethyl)tetrahydro-2H-pyran-4-yl)oxy)propanamido)propanamido)-5-oxopentanoic acid NC([C@@H](CCC(=O)O)NC([C@H](C)NC([C@@H](C)O[C@@H]1[C@H](C(O[C@@H]([C@H]1O)CO)O)NC(=O)C1CCCC1)=O)=O)=O